3'-(1,4-phenylenedimethylene)bis[7,7-dimethyl-2-oxo-bicyclo[2.2.1]heptane-1-methanesulfonic acid] C1(=CC=C(C=C1)CC1C(C2(CCC1C2(C)C)CS(=O)(=O)O)=O)CC2C(C1(CCC2C1(C)C)CS(=O)(=O)O)=O